1-(4-Fluorophenyl)-2,5-dioxo-1,2,5,6,7,8-hexahydroquinoline-3-carboxylic acid FC1=CC=C(C=C1)N1C(C(=CC=2C(CCCC12)=O)C(=O)O)=O